4H-thieno[3,2-d][1,3]oxazine-2,4-dione N1C(OC(C2=C1C=CS2)=O)=O